C(C1=CC=CC=C1)N1C(C(C(=C1C1=CC=C(C=C1)F)C)(CCC(C1=CC=CC=C1)=O)C)=O 1-benzyl-5-(4-fluorophenyl)-3,4-dimethyl-3-(3-oxo-3-phenylpropyl)-1,3-dihydro-2H-pyrrol-2-one